FC(C=1C=C(C=C(C1)C(F)(F)F)N1N=C(N=C1)C1=CC(=C(C=C1)NC(=O)\N=C\1/SCC(N1C1=C(C=CC(=C1)C)COCC(F)(F)F)=O)F)(F)F (Z)-1-(4-(1-(3,5-bis(trifluoromethyl)phenyl)-1H-1,2,4-triazol-3-yl)-2-fluorophenyl)-3-(3-(5-methyl-2-((2,2,2-trifluoroethoxy)methyl)phenyl)-4-oxothiazolidin-2-ylidene)urea